NC1=NC2=CC=C(C=C2C=N1)C=1C(=C(C=CC1F)NS(=O)(=O)C1=CC(=CC(=C1)C(F)(F)F)Cl)F N-[3-(2-aminoquinazolin-6-yl)-2,4-difluorophenyl]-3-chloro-5-(trifluoromethyl)benzene-1-sulfonamide